benzoylphenol C(C1=CC=CC=C1)(=O)C1=C(C=CC=C1)O